bis-[2-(mesitylenesulfonyloxy)phenyl]urea C1(=C(C(=CC(=C1)C)C)S(=O)(=O)OC1=C(C=CC=C1)NC(NC1=C(C=CC=C1)OS(=O)(=O)C1=C(C=C(C=C1C)C)C)=O)C